COC1=CC2=C(C3=C1N=CN3C)C=C(S2)C(CCC(=O)OCC)=O ethyl 4-(4-methoxy-1-methyl-1H-thieno[3',2':3,4]benzo[1,2-d]imidazol-7-yl)-4-oxobutanoate